FC1(CC(C1)N1N=NC2=C1C=C(C=C2)C=2C=CN1N=C(N=C(C12)OC)N[C@@H]1[C@@H](CN(CC1)C(CO)=O)F)F 1-((3R,4S)-4-((5-(1-(3,3-difluorocyclobutyl)-1H-benzo[d][1,2,3]triazol-6-yl)-4-methoxypyrrolo[2,1-f][1,2,4]triazin-2-yl)amino)-3-fluoropiperidin-1-yl)-2-hydroxyethan-1-one